2-(Azetidin-1-yl)-N-[4-({7-[(cyclopentylcarbamoyl)amino]-5-[2-(triisopropylsilyl)ethynyl]pyrido[2,3-d]pyrimidin-2-yl}amino)phenyl]-N-methylacetamide N1(CCC1)CC(=O)N(C)C1=CC=C(C=C1)NC=1N=CC2=C(N1)N=C(C=C2C#C[Si](C(C)C)(C(C)C)C(C)C)NC(NC2CCCC2)=O